(R)-2-(1-(5-chloropyrimidin-2-yl)piperidin-4-yl)-5-oxo-(6,7-dihydrothieno[3,2-d]pyrimidin-4-yl)amino-cyclobutyl-methanol ClC=1C=NC(=NC1)N1CCC(CC1)C1C(CC1)[C@@H](O)NC=1C2=C(N=CN1)CCS2=O